CC1=NC(=CC(=C1)CNC(C1=CN=CC(=C1N1C[C@@]2(CC[C@@H](N2)C)CC1)C1=CC(=CC(=C1)F)F)=O)C N-[(2,6-dimethyl-4-pyridyl)methyl]-4-{(2S,5R)-2-methyl-1,7-diaza-7-spiro[4.4]nonyl}-5-(3,5-difluorophenyl)nicotinamide